(2-methylfuranyl-1,3-dioxo-5-isoindolyl)-3-bromo-1-(3-chloro-2-pyridinyl)-1H-pyrazole-5-carboxamide CC=1OC=CC1C1=C2C(NC(C2=CC=C1C=1C(=NN(C1C(=O)N)C1=NC=CC=C1Cl)Br)=O)=O